BrC=1C(=NC(=NC1)SC)C(=O)OC methyl 5-bromo-2-(methylsulfanyl)pyrimidine-4-carboxylate